OCOC1=CC=C(C(=O)C2=CC=C(C=C2)/C=C/C(=O)C2=CC=CC=C2)C=C1 (E)-3-[4-[4-(Hydroxymethoxy)benzoyl]phenyl]-1-phenylprop-2-en-1-one